[6-(methylaminomethyl)-8-[4-(trifluoromethoxy)phenyl]-5-quinolyl]methanol CNCC=1C(=C2C=CC=NC2=C(C1)C1=CC=C(C=C1)OC(F)(F)F)CO